O(C#N)C1=CC=C(C=C1)C=CC1=CC=CC=C1 4-cyanatophenylstyrene